2,2'-oxydi(N,N-dioctylacetamide) O(CC(=O)N(CCCCCCCC)CCCCCCCC)CC(=O)N(CCCCCCCC)CCCCCCCC